S(=O)(=O)(O)C(C(=O)OCCCCCC)CC(=O)OCCCCCC Dihexyl sulfosuccinate